C(C1=CC=CC=C1)N1C2=C(OCC1=O)C=CC(=C2)C(=O)NO 4-benzyl-N-hydroxy-3-oxo-3,4-dihydro-2H-benzo[b][1,4]oxazine-6-carboxamide